tert-Butyl 4-(2-methyl-2H-tetrazol-5-yl)phenethylcarbamate CN1N=C(N=N1)C1=CC=C(CCNC(OC(C)(C)C)=O)C=C1